ClN(CCN)Cl N,N-dichloroethylenediamine